N-methyl-2-[1-[(3-methylphenyl)methyl]-5-oxopyrrolidin-2-yl]-N-phenylacetamid CN(C(CC1N(C(CC1)=O)CC1=CC(=CC=C1)C)=O)C1=CC=CC=C1